C[Si](CCOCN1C2=NC=NC(=C2N=C1)N)(C)C 9-(2-trimethylsilylethoxymethyl)purin-6-amine